N-(4-(4-Methylpiperazin-1-yl)phenyl)-4-((4-(methylsulfonamido)cyclohexyl)amino)-2-oxo-1,2-dihydropyridine-3-carboxamide CN1CCN(CC1)C1=CC=C(C=C1)NC(=O)C=1C(NC=CC1NC1CCC(CC1)NS(=O)(=O)C)=O